ClC=1C=C(C(=NC1)CN1C(C2=CC(=CC(=C2[C@]1(OC)C1=CC=C(C=C1)Cl)F)C(C)(C=1C=NN(C1)C)O)=O)S(=O)(=O)C (3R)-2-[(5-Chloro-3-methansulfonylpyridin-2-yl)methyl]-3-(4-chlorophenyl)-4-fluoro-6-[1-hydroxy-1-(1-methyl-1H-pyrazol-4-yl)ethyl]-3-methoxy-2,3-dihydro-1H-isoindol-1-on